2-phenylundec-2-enenitrile C1(=CC=CC=C1)C(C#N)=CCCCCCCCC